C1OC=2C=C(C=CC(=O)O)C=CC2O1 3,4-methylenedioxycinnamic acid